C1(=CC=CC=C1)NC1=NC(=NC(=N1)C1=NC=CC=C1)N N'-phenyl-6-pyridin-2-yl-[1,3,5]Triazine-2,4-diamine